4-isopropoxybutanoate C(C)(C)OCCCC(=O)[O-]